O(F)F.[V+5] vanadium(V) oxyfluoride